5-methyl-3-(6-methyl-3-pyridyl)isoxazol CC1=CC(=NO1)C=1C=NC(=CC1)C